(2S)-N-tert-butyl-3-methyl-2-{methyl[2-(pyridin-2-yl)-5H,6H,7H-cyclopenta[d]pyrimidin-4-yl]amino}butanamide C(C)(C)(C)NC([C@H](C(C)C)N(C=1C2=C(N=C(N1)C1=NC=CC=C1)CCC2)C)=O